(2R,3R,4S,5R)-2-{4-amino-5-bromo-7H-pyrrolo[2,3-d]pyrimidin-7-yl}-5-[(1E)-2-(oxetan-3-yl)ethenyl]oxolane NC=1C2=C(N=CN1)N(C=C2Br)[C@@H]2O[C@H](CC2)\C=C\C2COC2